N1C=CC2=CC(=CC=C12)C1=CNC2=NC=C(C=C21)C2=CC=C(CN1CCC(CC1)(O)C)C=C2 1-(4-(3-(1H-indol-5-yl)-1H-pyrrolo[2,3-b]pyridin-5-yl)benzyl)-4-methylpiperidin-4-ol